(S)-3-((7-(trifluoromethanesulfonamido)-2-azaspiro[3.5]nonan-2-yl)methyl)pyrrolidine FC(S(=O)(=O)NC1CCC2(CN(C2)C[C@@H]2CNCC2)CC1)(F)F